tert-butyl 4-(7-bromo-6-chloro-8-fluoro-2-(4-methylpiperazin-1-yl)quinazolin-4-yl)piperazin-1-carboxylate BrC1=C(C=C2C(=NC(=NC2=C1F)N1CCN(CC1)C)N1CCN(CC1)C(=O)OC(C)(C)C)Cl